N-(5-((4-Chlorophenoxy)methyl)-1,3,4-thiadiazol-2-yl)-4-(2-methoxy-5-(trifluoromethyl)phenyl)-6-methylnicotinamide ClC1=CC=C(OCC2=NN=C(S2)NC(C2=CN=C(C=C2C2=C(C=CC(=C2)C(F)(F)F)OC)C)=O)C=C1